CS(=O)(=O)C=1C=C(C(=O)N2C(CCC2)C(=O)N)C=CC1 3-(methylsulfonyl)benzoylpyrrolidine-2-carboxamide